C(C1=CC=CC=C1)OCC1=NN(C(N1CC)=O)C=1C(=CC2=C(N(C(OC2=O)=O)C(C)C)C1)F 7-(3-((benzyloxy)methyl)-4-ethyl-5-oxo-4,5-dihydro-1H-1,2,4-triazol-1-yl)-6-fluoro-1-isopropyl-2H-benzo[d][1,3]oxazine-2,4(1H)-dione